4-(1-((5-methoxy-7-methyl-1H-indol-4-yl)methyl)-4-(((1-(trifluoromethyl)cyclopropyl)methyl)amino)piperidin-2-yl)benzoic acid COC=1C(=C2C=CNC2=C(C1)C)CN1C(CC(CC1)NCC1(CC1)C(F)(F)F)C1=CC=C(C(=O)O)C=C1